ClC=1N=CC2=C(N1)N(C(C2C)=O)C2CCOCC2 2-chloro-5-methyl-7-(tetrahydro-2H-pyran-4-yl)-5H-pyrrolo[2,3-d]pyrimidin-6(7H)-one